C(C)(C)(C)C1=CC=2C(=NC(=CN2)[C@@H]2CCC[C@H]([C@@H](N2)COC2=NC(=NC(=C2F)C2=C(C=CC=C2C)C)NS(=O)(=O)C=2C=C(C(=O)O)C=CC2)OC(C)C)N1C 3-[[4-[[(2S,3R,7S)-7-(6-tert-Butyl-5-methyl-pyrrolo[2,3-b]pyrazin-3-yl)-3-isopropoxy-azepan-2-yl]methoxy]-6-(2,6-dimethylphenyl)-5-fluoro-pyrimidin-2-yl]sulfamoyl]benzoic acid